FC(C(C(F)(F)F)([C@]1(CN(CC1)C(C)(C)C=1C=NC(=CC1)C)CCC=1SC(=CC1)F)NC(OC1=CC=CC=C1)=O)(F)F |o1:7| phenyl (R or S)-(1,1,1,3,3,3-hexafluoro-2-(3-(2-(5-fluorothiophen-2-yl)ethyl)-1-(2-(6-methylpyridin-3-yl)propan-2-yl)pyrrolidin-3-yl)propan-2-yl)carbamate